FC1CC(N(C1)C(=O)C12CC(C1)(C2)COC2=CC=CC=C2)C2=CC(=CC=C2)F (4-Fluoro-2-(3-fluorophenyl)pyrrolidin-1-yl)(3-(phenoxymethyl)bicyclo[1.1.1]pent-1-yl)methanone